(R)-6-(2-hydroxy-2-(3-(quinolin-7-yl)phenyl)acetyl)-2-(1-phenylcyclopropyl)-5,6,7,8-tetrahydropyrido[4,3-d]pyrimidin-4(3H)-one O[C@@H](C(=O)N1CC2=C(N=C(NC2=O)C2(CC2)C2=CC=CC=C2)CC1)C1=CC(=CC=C1)C1=CC=C2C=CC=NC2=C1